CNC1=NNC(=N1)CC1=CC=CC=C1 3-methylamino-5-benzyl-1H-1,2,4-triazole